OCC1=NC=2C(=C3C(=NC2)C=CO3)N1[C@@H]1CC[C@H](CC1)C#N trans-4-[2-(hydroxymethyl)furo[3,2-b]imidazo[4,5-d]pyridin-1-yl]cyclohexanecarbonitrile